N-(1-cyanocyclopropyl)-8-(4-(1-methoxycyclopropane-1-carbonyl)piperazin-1-yl)-3-(5-(trifluoromethyl)-1,3,4-thiadiazol-2-yl)imidazo[1,5-a]pyridine-6-sulfonamide C(#N)C1(CC1)NS(=O)(=O)C=1C=C(C=2N(C1)C(=NC2)C=2SC(=NN2)C(F)(F)F)N2CCN(CC2)C(=O)C2(CC2)OC